COC(=O)C1(CN(CC1)C(=O)OC(C)(C)C)OC1=NC=C(C=C1N)Br 3-((3-amino-5-bromopyridin-2-yl)oxy)pyrrolidine-1,3-dicarboxylic acid 1-(tert-butyl) 3-methyl ester